[(2-bromothieno[3,2-b]furan-5-yl)methylidene]propanedinitrile BrC1=CC2=C(O1)C=C(S2)C=C(C#N)C#N